C(CCC)OC(C1=C(C(=C(C=C1)OC)OC)OC)=O trimethoxybenzoic acid butyl ester